N-(6-(7-(hydroxymethyl)benzo[d]thiazol-6-yl)imidazo[1,2-a]pyridin-2-yl)cyclopropanecarboxamide OCC1=C(C=CC=2N=CSC21)C=2C=CC=1N(C2)C=C(N1)NC(=O)C1CC1